C(\C=C\C(=O)O)(=O)O.C(\C=C\C(=O)O)(=O)O.FC1=CC=C(C=C1)C1(CCOC2(CCCC2)C1)CCNCC1=C(C=CC=C1)C1=CC=NC=C1 2-(9-(4-fluorophenyl)-6-oxaspiro[4.5]decan-9-yl)-N-(2-(pyridin-4-yl)benzyl)ethylamine difumarate